Cl.COC(=O)C=1C=C(C2=C(N(N=N2)C/C(=C/CN)/F)C1)C1=CC(=CC=C1)S(=O)(=O)N1CCCC1 (Z)-1-(4-amino-2-fluoro-but-2-en-1-yl)-4-(3-(pyrrolidin-1-ylsulfonyl)phenyl)-1H-benzo[d][1,2,3]triazole-6-carboxylic acid methyl ester hydrochloride